C(C)(C)(C)[Si](C1=CC=CC=C1)(C1=CC=CC=C1)OC[C@H](C)N=C=S (S)-tert-butyl-(2-isothiocyanatopropoxy)diphenylsilane